N-(5-fluoropyridin-2-yl)-2-[2-(morpholin-4-yl)-5,8-dioxo-6-(propan-2-yl)-5,6,7,8-tetrahydro-4H-pyrazolo[1,5-a]pyrrolo[3,4-d]pyrimidin-4-yl]acetamide FC=1C=CC(=NC1)NC(CN1C=2N(C(C3=C1C(N(C3)C(C)C)=O)=O)N=C(C2)N2CCOCC2)=O